C(C)(C)(C)OC(=O)N1C(CCCC1)OS(=O)(=O)C ((methylsulfonyl)oxy)piperidine-1-carboxylic acid tert-butyl ester